Ethyl 1-ethyl-5-[3-fluoro-5-(propan-2-ylamino) pyridin-2-yl]pyrazole-4-carboxylate C(C)N1N=CC(=C1C1=NC=C(C=C1F)NC(C)C)C(=O)OCC